(R)-((3-(5-cyano-4-methylpyridin-2-yl)-1-methyl-1H-1,2,4-triazol-5-yl)methyl)(2-hydroxy-2-(4-methyl-1-oxo-1,3-dihydroisobenzofuran-5-yl)ethyl)carbamic acid tert-butyl ester C(C)(C)(C)OC(N(C[C@@H](C=1C(=C2COC(C2=CC1)=O)C)O)CC1=NC(=NN1C)C1=NC=C(C(=C1)C)C#N)=O